C[C@@H]1O[C@@H](CN(C1)C1=NC(=NC(=C1)NC=1SC(=CN1)C=1OC(=NN1)C1=CC=CC=C1)NC1CCC(CC1)O)C (1R,4R)-4-((4-((2S,6R)-2,6-dimethylmorpholino)-6-((5-(5-phenyl-1,3,4-oxadiazole-2-yl)thiazol-2-yl)amino)pyrimidin-2-yl)amino)cyclohexan-1-ol